FC=1C=CC2=C([C@@H](CC3=C(O2)C=CC=C3)CN)C1 |o1:6| (R*)-(8-fluoro-10,11-dihydrodibenzo[b,f]oxepin-10-yl)methanamine